(3-(3,5-difluorophenyl)-7-methyl-2-(methyl-d3)-2,4,5,7-tetrahydro-6H-pyrazolo[3,4-c]pyridin-6-yl)(quinolin-6-yl)methanone FC=1C=C(C=C(C1)F)C=1N(N=C2C(N(CCC21)C(=O)C=2C=C1C=CC=NC1=CC2)C)C([2H])([2H])[2H]